FC1=C2C(NC(C2=CC(=C1)C(CN1C[C@@H](CC1)O)(CC)O)=O)O[C@@H]1COCC1 4-fluoro-6-{2-hydroxy-1-[(3R)-3-hydroxypyrrolidin-1-yl]butan-2-yl}-3-[(3S)-oxolan-3-yloxy]-2,3-dihydro-1H-isoindol-1-one